FS(=O)(=O)N1CN(C=C1C)C N-(fluorosulfonyl)-3,5-dimethylimidazole